C(C)C1(CCC=C(C1)C(C)=O)C 1-(5-ethyl-5-methyl-cyclohexen-1-yl)ethan-1-one